2'-((6-(3,3-dimethylureido)pyrimidin-4-yl)amino)-4'-methyl-5'-oxo-5',6'-dihydrospiro[cyclohexane-1,7'-pyrrolo[3,4-b]pyridine] 1'-oxide CN(C(NC1=CC(=NC=N1)NC1=CC(=C2C(=[N+]1[O-])C1(NC2=O)CCCCC1)C)=O)C